4-(5-chloropyridin-3-yl)-N-(2-(2-(cyclopropanesulfonamido)thiazol-4-yl)propan-2-yl)-2-fluorobenzamide ClC=1C=C(C=NC1)C1=CC(=C(C(=O)NC(C)(C)C=2N=C(SC2)NS(=O)(=O)C2CC2)C=C1)F